oleoylethanolamine-d4 C(CCCCCCC\C=C/CCCCCCCC)(=O)NC(C(O)([2H])[2H])([2H])[2H]